tris(2,2,6,6-tetramethylpiperidin-4-yl) nitrilotriacetate N(CC(=O)OC1CC(NC(C1)(C)C)(C)C)(CC(=O)OC1CC(NC(C1)(C)C)(C)C)CC(=O)OC1CC(NC(C1)(C)C)(C)C